tert-Butyl 3-(4-hydroxyquinazolin-6-yl)azetidine-1-carboxylate OC1=NC=NC2=CC=C(C=C12)C1CN(C1)C(=O)OC(C)(C)C